2-(acetylthio)acetic acid C(C)(=O)SCC(=O)O